tertbutyl 3-formylazetidine-1-carboxylate C(=O)C1CN(C1)C(=O)OC(C)(C)C